1-((6-(5-(((4-cyclopropylpyrimidin-2-yl)amino)methyl)-1-methyl-1H-1,2,3-triazol-4-yl)-2-ethylpyridin-3-yl)methyl)-5,5-difluoropiperidine-3-carboxylic acid C1(CC1)C1=NC(=NC=C1)NCC1=C(N=NN1C)C1=CC=C(C(=N1)CC)CN1CC(CC(C1)(F)F)C(=O)O